CC(CC[Si](O[Si](C)(C)C)(O[Si](C)(C)C)O[Si](C)(C)C)OC(C=C)=O methyl-acryloxypropyl-tri(trimethylsiloxy)silane